FC1=C2CN(CC2=CC=C1)C(=O)NC1=CC=C(C=C1)C1CCC(CC1)NC(OC(C)(C)C)=O tert-butyl ((1r,4r)-4-(4-(4-fluoroisoindoline-2-carboxamido) phenyl) cyclohexyl)carbamate